[Pt].[Co] COBALT-PLATINUM